BrC1=C(N(C)C2CCC(CC2)O[Si](C)(C)C(C)(C)C)C=C(C=C1)F 2-bromo-N-(4-((tert-butyldimethylsilyl)oxy)cyclohexyl)-5-fluoro-N-methylaniline